(N,N-dimethyl-sulfamoyl)-N-(2-propynyl)amphetamine CN(S(=O)(=O)N(C(C)CC1=CC=CC=C1)CC#C)C